C(C)(C)(C)OC(=O)N1C[C@H](C[C@@H](C1)F)NC=1C2=C(N=CN1)C(=CC(=N2)C=2SC(=CC2)C(C)=O)C(N)=O (3s,5s)-3-{[6-(5-acetylthiophen-2-yl)-8-carbamoyl-pyrido[3,2-d]pyrimidin-4-yl]amino}-5-fluoropiperidine-1-carboxylic acid tert-butyl ester